C(C)(C)(C)[Si](OCC1(CCC1)CCO)(C)C 2-[1-({[tert-butyl-(dimethyl)silyl]oxy}methyl)cyclobutyl]ethan-1-ol